(S)-4-(2-(3-(tert-Butoxycarbonylamino)-4-methoxybenzoyloxy)-2-(3-(cyclopropylmethoxy)-4-(difluoromethoxy)phenyl)ethyl)-3,5-dichloropyridine 1-oxide C(C)(C)(C)OC(=O)NC=1C=C(C(=O)O[C@@H](CC2=C(C=[N+](C=C2Cl)[O-])Cl)C2=CC(=C(C=C2)OC(F)F)OCC2CC2)C=CC1OC